COC(C1=C(C=CC=C1)C1=NC(=NC=C1C)NC=1C=NN(C1)C1CCN(CC1)C)=O (5-methyl-2-((1-(1-methylpiperidin-4-yl)-1H-pyrazol-4-yl)amino)pyrimidin-4-yl)benzoic acid methyl ester